COC(CC[C@H](NC(=O)OCC1C2=CC=CC=C2C2=CC=CC=C12)C(=O)O)=O fmoc-glutamic acid-5-methyl ester